1-[(1R)-1-[(3-amino-4-quinolinyl)amino]ethyl]cyclopentanol NC=1C=NC2=CC=CC=C2C1N[C@H](C)C1(CCCC1)O